{3-[(tert-butyldimethylsilyl)oxy]cyclobutyl}methyl mercaptan [Si](C)(C)(C(C)(C)C)OC1CC(C1)CS